O1C(=NC2=C1C=CC=C2)C2CCN(CC2)C2=C(C(N(C1=CC=CC=C21)C)=O)C#N 4-[4-(1,3-benzoxazol-2-yl)piperidin-1-yl]-1-methyl-2-oxo-1,2-dihydroquinoline-3-carbonitrile